1,1-dipropylguanidine C(CC)N(C(=N)N)CCC